O1CCC(CC1)C1=C(C=2N(N=C1C(=O)N)C=CC2)CC2=CC=C(C=C2)Cl [Tetrahydropyran-4-yl]-4-(4-chlorobenzyl)-pyrrolo[1,2-b]pyridazine-2-carboxamide